cyclopropyl 4-(((1R,3R)-3-(2-cyanoethyl)cyclohexyl)amino)-1H-pyrrolo[2,3-b]pyridine-5-carboxylate C(#N)CC[C@@H]1C[C@@H](CCC1)NC1=C2C(=NC=C1C(=O)OC1CC1)NC=C2